C1(=CC=C(C=C1)N(C1=CC=2C(C3=CC=CC=C3C2C=C1)(C)C)C1=CC=C(C=C1)C1=CC=C(C=C1)B1OC(C(O1)(C)C)(C)C)C1=CC=CC=C1 N-([1,1'-biphenyl]-4-yl)-9,9-dimethyl-N-(4'-(4,4,5,5-tetramethyl-1,3,2-dioxaborolan-2-yl)-[1,1'-biphenyl]-4-yl)-9H-fluoren-2-amine